CN1C(=NC2=C1C=C(C=C2)C2=NN=C(O2)C=2C=CC(=C(C#N)C2)NC(C)C)C 5-[5-(1,2-dimethyl-1H-1,3-benzodiazol-6-yl)-1,3,4-oxadiazol-2-yl]-2-[(propan-2-yl)amino]benzonitrile